NC1=NNC2=CC=CC(=C12)C=1C=C2C=CC=C(C2=CC1)C(=O)NC1=CC(=CC=C1)O 6-(3-amino-1H-indazol-4-yl)-N-(3-hydroxyphenyl)-1-naphthalenecarboxamide